C12C(CC(CC1)C2)C(=O)N bicyclo[2.2.1]Heptane-2-carboxamide